C(C=CCCCCCCC)(=O)[O-] decaenoate